CC(C(=O)OCC#C)C=O prop-2-yn-1-yl 2-methyl-3-oxopropanoate